4-(4-Hydroxy-4-methyl-pentyl)-3-cyclohexen OC(CCCC1=CCCCC1)(C)C